(cyclopropylmethyl)-4-(3,4-difluorophenyl)-1-(2-oxo-1,2-dihydroquinoline-4-carbonyl)piperazine-2-carboxamide C1(CC1)CC1(N(CCN(C1)C1=CC(=C(C=C1)F)F)C(=O)C1=CC(NC2=CC=CC=C12)=O)C(=O)N